BrC1=C(C(=O)N)C=C(C(=C1)Br)F 2,4-dibromo-5-fluorobenzamide